7-methyl-[1,2,4]triAzolo[1,5-a]pyridin-6-amine CC1=CC=2N(C=C1N)N=CN2